Cl.FC=1C=C2C3=C(N(C2=CC1OC)CCN1C2COC(C1)C2)C(=NC=C3)C(F)(F)F 5-(2-(6-Fluoro-7-methoxy-1-(trifluoromethyl)-9H-pyrido[3,4-b]indol-9-yl)ethyl)-2-oxa-5-azabicyclo[2.2.1]heptane Hydrochloride Salt